4-((2R,3S,4S,5S)-4-(propionylaminomethyl)-3-(3-chloro-2-fluorophenyl)-4-(4-chloro-2-fluorophenyl)-5-neopentylpyrrolidine-2-carboxamido)-3-methoxybenzoic acid C(CC)(=O)NC[C@]1([C@H]([C@@H](N[C@H]1CC(C)(C)C)C(=O)NC1=C(C=C(C(=O)O)C=C1)OC)C1=C(C(=CC=C1)Cl)F)C1=C(C=C(C=C1)Cl)F